N-(2-(4-cyanophenyl)-1,1-dioxido-3,4-dihydro-2H-benzo[b][1,4,5]oxathiazepin-8-yl)-5-methyloxazole-4-carboxamide C(#N)C1=CC=C(C=C1)N1S(C2=C(OCC1)C=CC(=C2)NC(=O)C=2N=COC2C)(=O)=O